dihydroxy-4-n-propoxy-4'-n-butoxybenzophenone OC=1C(=C(C(=O)C2=CC=C(C=C2)OCCCC)C=CC1OCCC)O